CC1=C(C(NN=C1)=O)C1=CC=CN1 5-(5-methyl-3-oxo-2,3-dihydropyridazin-4-yl)-1H-pyrrole